((3-(2-(Dimethylamino)ethyl)-1H-indol-4-yl)oxy)methyl ethyl carbonate formate C(=O)O.C(OCOC1=C2C(=CNC2=CC=C1)CCN(C)C)(OCC)=O